4-[4-(4-methylphenyl)benzoyloxy]benzoic acid CC1=CC=C(C=C1)C1=CC=C(C(=O)OC2=CC=C(C(=O)O)C=C2)C=C1